N12C=CCNC2CC1 1,5-diazabicyclo(4.2.0)octene